tert-butyl 5-amino-4-(5-(3-chloro-4-(hydroxymethyl)pyridin-2-yl)-1-oxoisoindolin-2-yl)-5-oxopentanoate NC(C(CCC(=O)OC(C)(C)C)N1C(C2=CC=C(C=C2C1)C1=NC=CC(=C1Cl)CO)=O)=O